OCC=1N(C=C(N1)C(=O)OCC)COCC[Si](C)(C)C ethyl 2-(hydroxymethyl)-1-((2-(trimethylsilyl) ethoxy) methyl)-1H-imidazole-4-carboxylate